(2,4-di-tert-butylphenol) 4,4'-biphenyldiphosphonite C1(=CC=C(C=C1)P(O)O)C1=CC=C(C=C1)P(O)O.C(C)(C)(C)C1=C(C=CC(=C1)C(C)(C)C)O